ClC=1C=C(C=C(C1OC=1C2=C(C(NC1)=O)C(CC2)C)Cl)N2N=C(C(NC2=O)=O)C#N (3,5-dichloro-4-((7-methyl-1-oxo-2,5,6,7-tetrahydro-1H-cyclopenta[c]pyridin-4-yl)oxy)phenyl)-3,5-dioxo-2,3,4,5-tetrahydro-1,2,4-triazine-6-carbonitrile